3-iodo-1-methyl-1H-pyrazolo[3,4-c]pyridine IC1=NN(C2=CN=CC=C21)C